4-(6-methoxypyrazolo[1,5-a]pyridin-5-yl)piperidin-4-ol COC=1C(=CC=2N(C1)N=CC2)C2(CCNCC2)O